C1(CC1)N1CCC(CC1)C=1NC(C2=C(N1)C=NC(=C2)C=2C=C(C=1N(C2)C=C(N1)C)F)=O 2-(1-Cyclopropylpiperidin-4-yl)-6-(8-fluoro-2-methylimidazo[1,2-a]pyridin-6-yl)pyrido[3,4-d]pyrimidin-4(3H)-one